C(#N)C[C@H](CC(=O)NC=1SC(=C(N1)C)C(=O)OC(C)C)NC(=O)C1=CC(=CC=C1)C=1C=NN(C1)C Propan-2-yl 2-[(3R)-4-cyano-3-{[3-(1-methyl-1H-pyrazol-4-yl)phenyl]formamido}butanamido]-4-methyl-1,3-thiazole-5-carboxylate